Cl.O[C@@H]1C[C@H](NC1)C(C)NC(=O)C1=CN(CCS1)C1=C2C(=NC=C1)NC=C2C N-(1-((2S,4R)-4-hydroxypyrrolidin-2-yl)ethyl)-4-(3-methyl-1H-pyrrolo[2,3-b]pyridin-4-yl)-3,4-dihydro-2H-1,4-thiazine-6-carboxamide hydrochloride